6-((4-((5-Cyclopropyl-3-(3,5-dichloropyridin-4-yl)isoxazol-4-yl)methoxy)bicyclo[2.2.2]octan-1-yl)methoxy)-8-fluoro-4-propylchinolin C1(CC1)C1=C(C(=NO1)C1=C(C=NC=C1Cl)Cl)COC12CCC(CC1)(CC2)COC=2C=C1C(=CC=NC1=C(C2)F)CCC